FC=1C(=C(C(=CC1)C(C)C)CC(=O)NS(=O)(=O)C=1SC(=CN1)C(C)(C)O)C(C)C 2-(3-fluoro-2,6-diisopropylphenyl)-N-(5-(2-hydroxypropan-2-yl)thiazol-2-ylsulfonyl)acetamide